FC1COCC1F 3,4-Difluorotetrahydrofuran